BrC1=C(C(=O)OCC2=CC=CC=C2)C(=CC=C1)Br Benzyl 2,6-dibromobenzoate